N(=C=O)CO[Si](OC)(OC)C isocyanato-methyltrimethoxysilane